2-[[(1R)-1-(3-Isoxazol-4-yl-6-methyl-4-oxo-2-phenyl-chromen-8-yl)ethyl]amino]benzoic acid O1N=CC(=C1)C1=C(OC2=C(C=C(C=C2C1=O)C)[C@@H](C)NC1=C(C(=O)O)C=CC=C1)C1=CC=CC=C1